4-(octahydro-5H-4,7-methanoindene-5-ylidene)butyraldehyde C1CCC2C3C(CC(C12)C3)=CCCC=O